perfluorotriglyme FC(OC(C(OC(C(OC(C(OC(F)(F)F)(F)F)(F)F)(F)F)(F)F)(F)F)(F)F)(F)F